[Cl-].C[NH+](CCOC1=NC=C(C=C1NS(=O)(=O)CC1=CC=CC=C1)C(=O)N1CCC(CC1)C1=CC=C(C=C1)OC=1N=NC(=CC1)C(F)(F)F)C N,N-dimethyl-2-((3-((phenylmethyl)sulfonamido)-5-(4-(4-((6-(trifluoromethyl)pyridazin-3-yl)oxy)phenyl)piperidine-1-carbonyl)pyridin-2-yl)oxy)ethan-1-aminium chloride